P(=O)(OCC)(OCC)OC1=CC=C(C=C1)C=O Diethyl (4-formylphenyl) phosphate